CN.[Zr] zirconium methylamine